ClC=1C=C(C=NC1N1NC=CN1)NC(C1=CN=CC(=C1C)C1=C2C=CC=NC2=CC=C1)=O N-(5-chloro-6-(1,3-dihydro-2H-1,2,3-triazol-2-yl)pyridin-3-yl)-4-methyl-5-(quinolin-5-yl)nicotinamide